C(=O)C1CC[C@]12CN(CC2)C(=O)OC(C)(C)C tert-butyl (4R)-1-formyl-6-azaspiro[3.4]octane-6-carboxylate